C(CCC)OC(C)COC(C)COC(C)CO Tripropylene glycol monobutyl ether